1-(3-((2-(2-(Benzyloxy)-4-fluoro-6-hydroxybenzoyl)isoindolin-4-yl)amino)azetidin-1-yl)ethan-1-one C(C1=CC=CC=C1)OC1=C(C(=O)N2CC3=CC=CC(=C3C2)NC2CN(C2)C(C)=O)C(=CC(=C1)F)O